FC1=C(C(=C(C2=C(C(=C(C(=C12)F)F)F)F)F)F)[B-](C1=C(C2=C(C(=C(C(=C2C(=C1F)F)F)F)F)F)F)(C1=C(C2=C(C(=C(C(=C2C(=C1F)F)F)F)F)F)F)C1=C(C2=C(C(=C(C(=C2C(=C1F)F)F)F)F)F)F.C[NH+](C1=CC=C(C=C1)CCCCCCCCCCCCCCCCCCC)CCCCCCCCCCCCCCCCCC N-methyl-4-nonadecyl-N-octadecylbenzenaminium tetrakis(perfluoronaphthalen-2-yl)borate